methyl 2'-(benzyloxy)-5'-[(2-methoxyethoxy) methoxy]-6-methyl-[2,4'-bipyridine]-4-carboxylate C(C1=CC=CC=C1)OC1=NC=C(C(=C1)C1=NC(=CC(=C1)C(=O)OC)C)OCOCCOC